3-(2-chloropyrimidin-4-yl)quinoxaline ClC1=NC=CC(=N1)C=1C=NC2=CC=CC=C2N1